C1(CC1)C=1N(C(C=C(N1)C(=O)NC1=CC(=CC=C1)C=1N(N=CC1C1=NN=CN1C)C)=O)C 2-cyclopropyl-1-methyl-N-[3-[2-methyl-4-(4-methyl-1,2,4-triazol-3-yl)pyrazol-3-yl]phenyl]-6-oxopyrimidine-4-carboxamide